4-amino-N-((5-cyclopropyl-2-pyridinyl)methyl)-N-(2-propanyl)-1,3-dihydrofuro[3,4-c][1,7]naphthyridine-8-carboxamide NC1=NC=2C=NC(=CC2C2=C1COC2)C(=O)N(C(C)C)CC2=NC=C(C=C2)C2CC2